3-(Cyclopropylmethoxy)-1-sulfamoyl-pyrrole-2-carboxylic acid, Sodium Salt [Na+].C1(CC1)COC1=C(N(C=C1)S(N)(=O)=O)C(=O)[O-]